tert-butyl N-(1-{4-[2-(2-aminopyridin-3-yl)-5-phenylimidazo[4,5-b]pyridin-3-yl]phenyl}azetidin-3-yl)carbamate NC1=NC=CC=C1C1=NC=2C(=NC(=CC2)C2=CC=CC=C2)N1C1=CC=C(C=C1)N1CC(C1)NC(OC(C)(C)C)=O